(1H-pyrazol-1-yl)propenamide N1(N=CC=C1)C(C(=O)N)=C